4-[4-[2-(4-butylphenyl)ethynyl]phenyl]-2,5-difluoroaniline C(CCC)C1=CC=C(C=C1)C#CC1=CC=C(C=C1)C1=CC(=C(N)C=C1F)F